FC=1C=NN2C1C=C(C=C2C#N)C=O 3-fluoro-5-formylpyrazolo[1,5-a]pyridine-7-carbonitrile